C(#N)C=1C=C(C(=O)NC2=CC(=C(C=C2)C)NC2=NC=CC=C2C2=C3N=CN(C3=NC=N2)C2OCCCC2)C=CC1C 3-cyano-4-methyl-N-(4-methyl-3-((3-(9-(tetrahydro-2H-pyran-2-yl)-9H-purin-6-yl)pyridin-2-yl)amino)phenyl)benzamide